C1(CCCCC1)CNC(=O)C=1C=C(C(=NC1)C)NC(=O)C=1C=C2C(=NC1)NC(=C2)C=2C=NN(C2)C N-(5-((cyclohexylmethyl)carbamoyl)-2-methylpyridin-3-yl)-2-(1-methyl-1H-pyrazol-4-yl)-1H-pyrrolo[2,3-b]pyridine-5-carboxamide